2-([ETHYL(METHYL)AMINO]METHYL)-2-METHYLPENTANAL C(C)N(C)CC(C=O)(CCC)C